5-(2-(Dimethylamino)ethoxy)-N-(1-(2-isopropylphenyl)cyclopropyl)-2-methyl-benzamide triammonium sulfate S(=O)(=O)([O-])[O-].[NH4+].[NH4+].[NH4+].CN(CCOC=1C=CC(=C(C(=O)NC2(CC2)C2=C(C=CC=C2)C(C)C)C1)C)C